3,7-bis(3,4-ethylenedioxythiophene-5-yl)-10-(2-octyldodecyl)-10H-phenoxazine C1OC2=CSC(=C2OC1)C=1C=CC=2N(C3=CC=C(C=C3OC2C1)C1=C2C(=CS1)OCCO2)CC(CCCCCCCCCC)CCCCCCCC